C(C)(C)(C)OC(N(CC1=C(C=NC=C1)CC1COCC1)C)=O.Cl.Cl dihydrochloride tert-Butyl-N-methyl-N-[[3-(tetrahydrofuran-3-ylmethyl)-4-pyridyl]methyl]carbamate